N-isopropyl-N-methyl-6-((3-methyl-1,4-dioxo-1,4-dihydronaphthalen-2-yl)methyl)nicotinamide C(C)(C)N(C(C1=CN=C(C=C1)CC=1C(C2=CC=CC=C2C(C1C)=O)=O)=O)C